FC1=C(C=CC=C1C[C@@H]1NCC[C@@H]1NS(=O)(=O)C)C1=CC(=CC=C1)F N-((2S,3S)-2-((2,3'-difluorobiphenyl-3-yl)methyl)pyrrolidin-3-yl)methanesulfonamide